CCCC/C=C\\C=C\\CCCCCCCCCC(=O)SCCNC(=O)CCNC(=O)[C@@H](C(C)(C)COP(=O)(O)OP(=O)(O)OC[C@@H]1[C@H]([C@H]([C@@H](O1)N2C=NC3=C(N=CN=C32)N)O)OP(=O)(O)O)O The molecule is an octadecadienoyl-CoA that results from the formal condensation of the thiol group of coenzyme A with the carboxy group of (11E,13Z)-octadecadienoic acid. It is a conjugate acid of an (11E,13Z)-octadecadienoyl-CoA(4-).